AziridineAmine N1(CC1)N